Bicyclo[2.2.1]heptane-2-carboxylic acid tert-butyl ester C(C)(C)(C)OC(=O)C1C2CCC(C1)C2